2'-[6-amino-5-(trifluoromethyl)pyridin-3-yl]-N-[(1R)-1-phenylethyl]-5',6'-dihydrospiro[pyrrolidine-3,4'-pyrrolo[1,2-b]pyrazole]-1-carboxamide NC1=C(C=C(C=N1)C=1C=C2N(N1)CCC21CN(CC1)C(=O)N[C@H](C)C1=CC=CC=C1)C(F)(F)F